2-hydroxy-1-(p-tolyl)ethyl 4-(6-(1-methyl-1H-pyrazol-4-yl)pyrazolo[1,5-a]pyridin-3-yl)piperazine-1-carboxylate CN1N=CC(=C1)C=1C=CC=2N(C1)N=CC2N2CCN(CC2)C(=O)OC(CO)C2=CC=C(C=C2)C